3,5-Dibromo-2-methylpyridin-4-ol hydrobromide Br.BrC=1C(=NC=C(C1O)Br)C